(S)-N-(7-fluoro-2-((4aS,5aR)-5a-methyl-1,4,4a,5,5a,6-hexahydrocyclopropa[f]indazol-3-yl)-1H-benzo[d]imidazol-5-yl)-N-methyl-2-morpholinopropanamide FC1=CC(=CC2=C1NC(=N2)C2=NNC=1C[C@@]3([C@H](CC21)C3)C)N(C([C@H](C)N3CCOCC3)=O)C